C(#N)C1=CN=C(C2=CC(=C(C=C12)C(=O)N)OC(C)C)OC[C@H]1NC(CC1)=O 4-cyano-1-{[(2S)-5-oxopyrrolidin-2-yl]methoxy}-7-(prop-2-yloxy)isoquinoline-6-carboxamide